3-(3-((tert-butyldimethylsilyl)oxy)-2-chloropropoxy)-5-methyl-4-nitro-1-(tetrahydro-2H-pyran-4-yl)-1H-pyrazole [Si](C)(C)(C(C)(C)C)OCC(COC1=NN(C(=C1[N+](=O)[O-])C)C1CCOCC1)Cl